CC1=C(C(=O)N[C@H](C)C2=CC(=NC3=CC=CC=C23)C=2C=NN(C2)C)C=C(C=C1)N1CC2CN(CC2C1)C 2-methyl-N-((R)-1-(2-(1-methyl-1H-pyrazol-4-yl)quinolin-4-yl)ethyl)-5-(5-methylhexahydropyrrolo[3,4-c]pyrrol-2(1H)-yl)benzamide